3-isothiazolone S1NC(C=C1)=O